2-Boc-7-oxo-2-azaspiro[4.5]decane C(=O)(OC(C)(C)C)N1CC2(CC1)CC(CCC2)=O